C1CC(CCC1N=C=O)N=C=O 1,4-Cyclohexane diisocyanate